Cl.C1(CCCC1)N1N=NC=2C=CC=3C=NC(=NC3C21)NC2=NC=C(C=C2)N2CCNCC2 1-Cyclopentyl-N-(5-(piperazin-1-yl)pyridin-2-yl)-1H-[1,2,3]triazolo[4,5-h]quinazolin-8-amine hydrochloride